tert-butyl (2S,4S)-4-((3-amino-7-bromo-6,8-dichloro-2-(((S)-1-methylpyrrolidin-2-yl)methoxy)quinolin-4-yl)amino)-2-(cyanomethyl)piperidine-1-carboxylate NC=1C(=NC2=C(C(=C(C=C2C1N[C@@H]1C[C@H](N(CC1)C(=O)OC(C)(C)C)CC#N)Cl)Br)Cl)OC[C@H]1N(CCC1)C